CC1=NC2=CC(=CC(=C2C=N1)OC1CCC(CC1)N)N1CCOCC1 4-(2-methyl-7-morpholino-quinazolin-5-yl)oxycyclohexylamine